ClC1=C(C=C(C=C1)C1=CN(C2=NC(=CC=C21)C(=O)N2C(CN(CC2)C2=NC(=C(C(=O)O)C(=C2)C)C)(C)C)C(COCC)(C)C)F 6-(4-(3-(4-chloro-3-fluorophenyl)-1-(1-ethoxy-2-methylpropan-2-yl)-1H-pyrrolo[2,3-b]pyridine-6-carbonyl)-3,3-dimethylpiperazin-1-yl)-2,4-dimethylnicotinic acid